4-(6-chloro-4-(cyclopropylamino)-8-fluoro-2-(((2R,7aS)-2-fluorotetrahydro-1H-pyrrolizin-7a(5H)-yl)methoxy)quinazolin-7-yl)-7-fluorobenzo[d]thiazol-2-amine ClC=1C=C2C(=NC(=NC2=C(C1C1=CC=C(C2=C1N=C(S2)N)F)F)OC[C@]21CCCN1C[C@@H](C2)F)NC2CC2